C(#N)CCN(C(CCC=1SC(=C(N1)CO)C)=O)C N-(2-cyanoethyl)-3-(4-(hydroxymethyl)-5-methylthiazol-2-yl)-N-methylpropanamide